(1-(4-cyclopropyl-naphthalene-1-yl)-1H-imidazo[4,5-b]pyridin-2-yl)thiopropionic acid C1(CC1)C1=CC=C(C2=CC=CC=C12)N1C(=NC2=NC=CC=C21)C(C(=S)O)C